CC1=CC2=C(C[Se](C2)=O)C=C1C 5,6-dimethyl-1,3-dihydrobenzo[c]selenophen-2-oxide